2-(6-(2,6-difluorophenyl)-3-fluoro-5-methoxypyridin-2-yl)-5-methyl-4-((3-(trifluoromethyl)phenyl)carbamoyl)-1H-imidazole 3-oxide FC1=C(C(=CC=C1)F)C1=C(C=C(C(=N1)C=1NC(=C([N+]1[O-])C(NC1=CC(=CC=C1)C(F)(F)F)=O)C)F)OC